ClC=1C=CC(=C(C1)C1=CC(N(C=C1OC)[C@H](C(=O)NC1=CC=C(C(=O)O)C=C1)CC1=CC=CC=C1)=O)N1N=NC(=C1)C(F)(F)F (S)-4-(2-(4-(5-chloro-2-(4-(trifluoromethyl)-1H-1,2,3-triazol-1-yl)phenyl)-5-methoxy-2-oxopyridin-1(2H)yl)-3-phenylpropionamido)benzoic acid